4-(2-carboxy-4-hydroxyphenylaminocarbonyl)-2,5-dihydroxybenzoic acid C(=O)(O)C1=C(C=CC(=C1)O)NC(=O)C1=CC(=C(C(=O)O)C=C1O)O